FC1=CC(=C(C#N)C=C1)OC1COCC1 4-fluoro-2-((tetrahydrofuran-3-yl)oxy)benzonitrile